2-(2-cyano-5-oxo-8-(trifluoromethyl)pyrazolo[1,5-a]pyrido[3,2-e]pyrimidin-4(5H)-yl)-N-(5-fluoropyridin-2-yl)acetamide C(#N)C1=NN2C(N(C(C3=C2N=C(C=C3)C(F)(F)F)=O)CC(=O)NC3=NC=C(C=C3)F)=C1